((2R,3S,4S,5R)-3,4,5-trihydroxy-6-methoxytetrahydro-2H-pyran-2-yl)methyl (E)-3-(4-bromophenyl)acrylate BrC1=CC=C(C=C1)/C=C/C(=O)OC[C@H]1OC([C@@H]([C@H]([C@@H]1O)O)O)OC